FC1=C(C(=C(C2=C(C(=C(C(=C12)F)F)F)F)F)F)[B-](C1=C(C2=C(C(=C(C(=C2C(=C1F)F)F)F)F)F)F)(C1=C(C2=C(C(=C(C(=C2C(=C1F)F)F)F)F)F)F)C1=C(C2=C(C(=C(C(=C2C(=C1F)F)F)F)F)F)F.C[NH2+]C1=CC=C(C=C1)CCCCCCCCCCCCCCCCCC N-methyl-4-octadecyl-anilinium tetrakis(perfluoronaphthalen-2-yl)borate